(2,3-dimethoxyphenyl)-3-(isoquinolin-6-yl)prop-2-en-1-one COC1=C(C=CC=C1OC)C(C=CC=1C=C2C=CN=CC2=CC1)=O